CN(CCNC(C1=CC(=CC=C1)F)=O)C N-(2-(dimethylamino)ethyl)-3-fluorobenzamide